[Na].[Na].[Na].S1C(=NC2=C1C=CC=C2)C=2C(=CC1=CC(=C(C=C1C2)O)C=2SC1=C(N2)C=CC=C1)O 3,7-bis(benzo[d]thiazol-2-yl)naphthalen-2,6-diol, trisodium salt